NC(C[N+]1(CCC(CC1)C(=O)N1CCN(CC1)C(=O)C1=C(C=C(C=C1)NC(=O)C=1N(C(=CN1)C1=C(C(=C(C=C1)OC)F)Cl)C)Cl)C)=O N-[4-[4-[1-(2-amino-2-oxo-ethyl)-1-methyl-piperidin-1-ium-4-carbonyl]piperazine-1-carbonyl]-3-chloro-phenyl]-5-(2-chloro-3-fluoro-4-methoxy-phenyl)-1-methyl-imidazole-2-carboxamide